C(C1=CC=CC=C1)OC1=C(N(C(=CC1=O)C)CCCC)CNC(CCCCC)=O N-((3-(benzyloxy)-1-butyl-6-methyl-4-oxo-1,4-dihydropyridin-2-yl)methyl)hexanamide